C(C)(C)(C)OC(=O)N1CCC(CC1)N1N=C(C=2CCCCC12)O 4-(3-hydroxy-4,5,6,7-tetrahydro-1H-indazol-1-yl)piperidine-1-carboxylic acid tert-butyl ester